C(C=1C(=C(C(=C(C=O)C1)O)C)C)C=1C(=C(C(=C(C=O)C1)O)C)C 5,5'-methylenebis(2-hydroxy-3,4-dimethylbenzaldehyde)